phenanthren-3-olcarbaldehyde C1(=CC(=CC=2C3=CC=CC=C3C=CC12)O)C=O